1-(4-bromo-2-fluorophenyl)-N,N-dimethylamine BrC1=CC(=C(C=C1)CNC)F